N-[(3S,4S)-3-methyl-1-(tetrahydro-3-furyl)-4-piperidyl]-6-[3-(4-cyano-5-fluoro-2-anisidino)-1-propynyl]-1-(2,2,2-trifluoroethyl)-1H-1,3-benzimidazole-4-carboxamide C[C@H]1CN(CC[C@@H]1NC(=O)C1=CC(=CC=2N(C=NC21)CC(F)(F)F)C#CCNC=2C(OC)=CC(=C(C2)C#N)F)C2COCC2